D-β-2-Thienylalanine S1C(=CC=C1)C[C@@H](N)C(=O)O